4-(5-(2-((2-(3-carboxypropanoyl)-4-fluoro-6-methoxybenzo[b]thiophen-5-yl)oxy)ethoxy)-6-methoxythieno[3,2-b]pyridin-2-yl)-4-oxobutanoic acid C(=O)(O)CCC(=O)C1=CC2=C(S1)C=C(C(=C2F)OCCOC2=C(C=C1C(=N2)C=C(S1)C(CCC(=O)O)=O)OC)OC